ClC1=C(C=C(C=C1)Cl)C1=NCN(C=C1)C1=C(C(=CC=C1C)CO)C 4-(2,5-dichlorophenyl)-N-[3-(hydroxymethyl)-2,6-dimethylphenyl]pyrimidine